5-(3,4-dimethylcinnolin-6-yl)-1,3-thiazol-2-amine CC=1N=NC2=CC=C(C=C2C1C)C1=CN=C(S1)N